3-(6-chloro-5-fluoropyridin-3-yl)-6-(7,8-dimethyl-[1,2,4]triazolo[4,3-b]pyridazin-6-yl)-5,6,7,8-tetrahydro-1,6-naphthyridine ClC1=C(C=C(C=N1)C=1C=NC=2CCN(CC2C1)C=1C(=C(C=2N(N1)C=NN2)C)C)F